NC1=NC=CC(=N1)C=1C2=C(C(=NC1)NCC=1C=C(C(=O)NC3COC(C3)(C)C)C=CC1)CCO2 3-(((7-(2-Aminopyrimidin-4-yl)-2,3-dihydrofuro[3,2-c]pyridin-4-yl)amino)methyl)-N-(5,5-dimethyltetrahydrofuran-3-yl)benzamid